NC=1C(=C2C(N(C=NC2=CC1)CCOC)=O)C1=CC=CC=C1 6-amino-3-(2-methoxyethyl)-5-phenylquinazolin-4(3H)-one